N-[5-(7-chloro-4,4-difluoro-5-hydroxy-5-{[(2-hydroxyethyl)amino]methyl}-2,3,4,5-tetrahydro-1H-1-benzazepin-1-carbonyl)pyridin-2-yl]-2-(trifluoromethyl)benzamide ClC=1C=CC2=C(C(C(CCN2C(=O)C=2C=CC(=NC2)NC(C2=C(C=CC=C2)C(F)(F)F)=O)(F)F)(CNCCO)O)C1